chloro-2-fluoro-N-(1-((4-fluorophenyl)sulfonyl)-1,2,3,4-tetrahydroquinolin-7-yl)benzenesulfonamide ClC=1C(=C(C=CC1)S(=O)(=O)NC1=CC=C2CCCN(C2=C1)S(=O)(=O)C1=CC=C(C=C1)F)F